IC1=CC=CC2=C1NC(=NS2(=O)=O)O 5-iodo-1,1-dioxo-4H-1,2,4-benzothiadiazin-3-ol